2-((6-chloro-1H-imidazo[4,5-c]pyridin-2-yl)thio)-N-(4-hydroxyphenyl)acetamide ClC1=CC2=C(C=N1)N=C(N2)SCC(=O)NC2=CC=C(C=C2)O